1-morpholinoethane-1-on O1CCN(CC1)C(C)=O